C(C1CO1)N(CC1=CC(=CC=C1)CN(CC1CO1)CC1CO1)CC1CO1 Tetraglycidyl-m-xylylenediamine